ClC=1C(=C(C(=C(C1)C1(OCCO1)C)OCC)C(CC(=O)OCC)C[N+](=O)[O-])F ethyl 3-[3-chloro-6-ethoxy-2-fluoro-5-(2-methyl-1,3-dioxolan-2-yl)phenyl]-4-nitrobutanoate